ClC1=C(C(=C(C=C1OC)OC)Cl)C1=CC2=C(N=C(N=C2)SC)C(=N1)N1CC2(C1)CCCC2 6-(2,6-dichloro-3,5-dimethoxyphenyl)-2-(methylthio)-8-(2-azaspiro[3.4]oct-2-yl)pyrido[3,4-d]pyrimidine